10-Bromo-5H-imidazo[1,2-c]pyrido[3,2-e][1,3]oxazine BrC1=CC=NC2=C1C=1N(CO2)C=CN1